3-(((S)-1,2,3,4,4a,5-hexahydrobenzo[b]pyrazino[1,2-d][1,4]oxazin-8-yl)amino)piperidine-2,6-dione hydrochloride Cl.C1CNC[C@@H]2N1C1=C(OC2)C=C(C=C1)NC1C(NC(CC1)=O)=O